C(C=C)(=O)OCC1=NC2=C(OC13NC1=CC=CC=C1C3)C=CC3=CC=CC=C32 acryloxymethylspiro[indoline-2,3'-[3H]-naphtho[2,1-b](1,4)oxazine]